CC1=C(C=CC=C1C(F)(F)F)C(C)N 1-(2-methyl-3-(trifluoromethyl)phenyl)ethan-1-amine